(±)-(E)-6-bromo-3-((((S)-4-methyl-5-oxo-2,5-dihydrofuran-2-yl)oxy)methylene)-3,3a,4,8b-tetrahydro-2H-indeno[1,2-b]furan-2-one BrC=1C=C2CC\3C(OC(/C3=C/O[C@H]3OC(C(=C3)C)=O)=O)C2=CC1